(2-chloro-4-(2-fluorophenoxy)phenyl)(5-((2,2-difluorovinyl)oxy)-4-(((3R,6S)-6-(hydroxymethyl)tetrahydro-2H-pyran-3-yl)amino)-1H-pyrrolo[2,3-b]pyridin-3-yl)methanone ClC1=C(C=CC(=C1)OC1=C(C=CC=C1)F)C(=O)C1=CNC2=NC=C(C(=C21)N[C@H]2CO[C@@H](CC2)CO)OC=C(F)F